3-(acryloyloxy)propyldiethoxyphenylsilane [2-(1-cyclopropylpyrazol-4-yl)-1,1-dioxo-5,6-dihydrothiazin-4-yl]trifluoromethanesulfonate C1(CC1)N1N=CC(=C1)N1S(CCC(=C1)OS(=O)(=O)C(F)(F)F)(=O)=O.C(C=C)(=O)OCCC[Si](C1=CC=CC=C1)(OCC)OCC